C(C)(C)(C)OC(=O)N1CCN(CC1)C1=NC(=C(C(=C1C#N)CC)C#N)Cl 4-(6-chloro-3,5-dicyano-4-ethylpyridin-2-yl)piperazine-1-carboxylic acid tert-butyl ester